(2-methyl-4-(6-(4-methylpiperazin-1-yl)pyrazolo[1,5-a]pyrazin-4-yl)phenyl)methylamine hydrochloride Cl.CC1=C(C=CC(=C1)C=1C=2N(C=C(N1)N1CCN(CC1)C)N=CC2)CN